CS(=O)CCCC/C(=N/OS(=O)(=O)[O-])/S[C@H]1[C@@H]([C@H]([C@@H]([C@H](O1)CO)O)O)O The molecule is a glucosinolate that is the conjugate base of glucoraphanin. It derives from a butylglucosinolate. It is a conjugate base of a glucoraphanin.